FC(C=1C=C(C=CC1F)C1=CN=C2C(=N1)NN=C2F)F 6-(3-(difluoromethyl)-4-fluorophenyl)-3-fluoro-1H-pyrazolo[3,4-b]pyrazine